3-(3,4-dichlorobenzoyl)-3-propyl-pyrrolidine-1-carboxylic acid tert-butyl ester C(C)(C)(C)OC(=O)N1CC(CC1)(CCC)C(C1=CC(=C(C=C1)Cl)Cl)=O